ClC1=CC(=C(C=C1)[C@@H]1OC2=C(C=CC=C2C=C1)C1CCN(CC1)CC1=NC2=C(C=NC(=C2)C#N)N1C[C@H]1OCC1)F 2-((4-((R)-2-(4-chloro-2-fluorophenyl)-2H-chromene-8-yl)piperidin-1-yl)methyl)-3-(((S)-oxetan-2-yl)methyl)-3H-imidazo[4,5-c]pyridine-6-carbonitrile